COC(=O)C1=C(C=C(C(=O)C2=CC(=C(C=C2)C(=O)OC)C(=O)OOC(C)(C)C)C=C1)C(=O)OOC(C)(C)C 4,4'-di(methoxycarbonyl)-3,3'-Di(t-butylperoxycarbonyl)benzophenone